C(CC)N(C1=CC=CC=C1)CCCCCC N-propyl-N-hexylaniline